FC(C(=O)O)(F)F.ClC=1C=CC(=C(C1)S(=O)(=O)NC1=CC=C(C=C1)C1=NC(=C2C(=N1)NN=C2C)N(C)CCN(C)CCO)F 5-chloro-2-fluoro-N-(4-(4-((2-((2-hydroxyethyl)(methyl)amino)ethyl)(methyl)amino)-3-methyl-1H-pyrazolo[3,4-d]pyrimidin-6-yl)phenyl)benzenesulfonamide trifluoroacetate